ClC=1C=C2CC(CC2=CC1Cl)C(=O)N(CCC)C[C@H](C=1C=NC=CC1)O 5,6-dichloro-N-[(2S)-2-hydroxy-2-(3-pyridyl)ethyl]-N-propyl-indane-2-carboxamide